2-methyl-N-((R)-tetrahydrofuran-3-yl)piperidin-4-amine CC1NCCC(C1)N[C@H]1COCC1